C(CCCCCCCCCCCCCCCCC)C=1C(=C(C(=O)O)C=CC1)O octadecyl-o-hydroxybenzoic acid